cyclopenta[c]pyridin C=1NC=CC=2C1C=CC2